ClC1=CC=C(C=C1)C1(OCCC1)C1CCNCC1 4-[2-(4-Chlorophenyl)oxolan-2-yl]piperidine